trimethyl-2,3-dioleyloxypropylammonium bromide [Br-].C[N+](CC(COCCCCCCCC\C=C/CCCCCCCC)OCCCCCCCC\C=C/CCCCCCCC)(C)C